O[C@H](C(=O)[O-])C[C@@H](C)[C@H]1CC[C@H]2[C@@H]3[C@@H]([C@@H]([C@@H]4C[C@@H](CC[C@]4(C)[C@H]3C[C@@H]([C@]12C)OCOC)OCOC)CC)OCOC (S)-hydroxy-6α-ethyl-3α,7α,12α-trimethoxymethyloxy-5β-cholan-24-oate